O1COCC=C1 3,1-dioxin